C(#C)C1=NC=C(C=C1)OC 2-ethynyl-5-methoxypyridine